(1-methyl-1H-pyrazol-4-yl)-3-(piperazin-1-yl)imidazo[1,2-b]pyridazine hydrochloride Cl.CN1N=CC(=C1)C=1N=C2N(N=CC=C2)C1N1CCNCC1